FC(CO)(F)C=1C=C(C=CC1)[C@@H](C)NC1=NC=2N(C=3C1=CN(C(C3)=O)C3CC(C3)(F)F)N=CC2F (R)-5-((1-(3-(1,1-difluoro-2-hydroxyethyl)phenyl)ethyl)amino)-7-(3,3-difluorocyclobutyl)-3-fluoropyrazolo[1,5-a]pyrido[3,4-e]pyrimidin-8(7H)-one